rel-N-(6-Amino-5-ethyl-3-pyridyl)-2-[(2S,5R)-2-[4-(4-isopropylpiperazin-1-yl)phenyl]-5-methyl-1-piperidyl]-2-oxo-acetamide NC1=C(C=C(C=N1)NC(C(=O)N1[C@@H](CC[C@H](C1)C)C1=CC=C(C=C1)N1CCN(CC1)C(C)C)=O)CC |o1:12,15|